FC1=C(C=CC(=C1)F)[C@@H]1N(CCC1)C1=NC=2N(C=C1)N=CC2C2=CC=CC(=N2)N2CCN(CC2)CC=2C=C(C=CC2)NC2C(NC(CC2)=O)=O 3-((3-((4-(6-(5-((R)-2-(2,4-difluorophenyl)pyrrolidin-1-yl)pyrazolo[1,5-a]pyrimidin-3-yl)pyridin-2-yl)piperazin-1-yl)methyl)phenyl)amino)piperidine-2,6-dione